5-(4-(hydroxymethyl)piperidin-1-yl)-isoindoline-1,3-dione OCC1CCN(CC1)C=1C=C2C(NC(C2=CC1)=O)=O